The molecule is a member of the class of imidazoles that is 1-ethyl-1H-imidazole in which one of the hydrogens of the methyl group is replaced by a (4-chlorobenzyl)sulfanediyl group while a second is replaced by a 2,4-dichlorophenyl group. It is a member of imidazoles, an organic sulfide, a dichlorobenzene and a member of monochlorobenzenes. C1=CC(=CC=C1CSC(CN2C=CN=C2)C3=C(C=C(C=C3)Cl)Cl)Cl